1-(6-((1-(4-(Difluoromethyl)phenyl)-4-methyl-1H-1,2,3-triazol-5-yl)methoxy)pyridazine-3-yl)-N-methylpyrrolidine-3-sulfonamide FC(C1=CC=C(C=C1)N1N=NC(=C1COC1=CC=C(N=N1)N1CC(CC1)S(=O)(=O)NC)C)F